C(C1=CC=NC=C1)(=O)NN isonicotinoyl-hydrazine